tris[2-(di-phenylphosphino)ethyl]phosphine C1(=CC=CC=C1)P(CCP(CCP(C1=CC=CC=C1)C1=CC=CC=C1)CCP(C1=CC=CC=C1)C1=CC=CC=C1)C1=CC=CC=C1